N-[3-(4-cyano-3-methoxy-phenoxy)-2,2,4,4-tetramethyl-cyclobutyl]-4-[4-(hydroxymethyl)-1-piperidyl]benzamide C(#N)C1=C(C=C(OC2C(C(C2(C)C)NC(C2=CC=C(C=C2)N2CCC(CC2)CO)=O)(C)C)C=C1)OC